COC(C1=C(C2=C(C(=C1)OC)OCO2)Br)=O 2-bromo-3,4-methylenedioxy-5-methoxybenzoic acid methyl ester